CN1C([C@H]2[C@@H](N([C@@H](C1)C2)C(=O)OC(C)(C)C)C(=O)OC)=O 6-(tert-Butyl) 7-methyl (1R,5R,7R)-3-methyl-2-oxo-3,6-diazabicyclo[3.2.1]octane-6,7-dicarboxylate